N-phenyl-1-(pyridin-2-ylethynyl)-3-azabicyclo[3.1.0]hexane-3-carboxamide C1(=CC=CC=C1)NC(=O)N1CC2(CC2C1)C#CC1=NC=CC=C1